ClC=1C=C(C(=O)N2C=3C=CC(=NC3CCC2)C2(COC2)C(=O)NC2=CC=C(C=C2)F)C=CC1 3-(5-(3-chlorobenzoyl)-5,6,7,8-tetrahydro-1,5-naphthyridin-2-yl)-N-(4-fluorophenyl)oxetane-3-carboxamide